bromo-3-9H-carbazol-9-yl-2-(methoxymethoxy)-5-methyl-1,1'-biphenyl BrC1=C(C(=C(C=C1C)C1=CC=CC=C1)OCOC)N1C2=CC=CC=C2C=2C=CC=CC12